N-(3,4-dichloro-2-fluorophenyl)-7-(methoxymethyl)-7,8-dihydro-[1,4]dioxino[2,3-g]quinazolin-4-amine ClC=1C(=C(C=CC1Cl)NC1=NC=NC2=CC3=C(C=C12)OC(CO3)COC)F